methyl 2-amino-4-methylbenzenecarbamate NC1=C(C=CC(=C1)C)NC(=O)OC